methyl 4-(8-chloroimidazo[1,5-a]pyrazin-3-yl)bicyclo[2.2.1]heptane-1-carboxylate ClC=1C=2N(C=CN1)C(=NC2)C21CCC(CC2)(C1)C(=O)OC